C(#N)C[C@@H](C1=CC=C(C=C1)S(=O)(=O)CC)NC(C1=CC=C(C=C1)N1[C@@H](C[C@@H](C1)NCC1CCC(CC1)(F)F)COC(F)F)=O N-((S)-2-cyano-1-(4-(ethylsulfonyl)phenyl)ethyl)-4-((2S,4S)-4-(((4,4-difluorocyclohexyl)methyl)amino)-2-((difluoromethoxy)methyl)pyrrolidin-1-yl)benzamide